(3R)-3-(1,1-difluoroethyl)-N-{2-fluoro-4-methyl-5-(2-(1-methylpyrazol-4-yl)-6-[morpholin-4-yl]pyridin-4-yl)phenyl}pyrrolidine-1-carboxamide FC(C)(F)[C@H]1CN(CC1)C(=O)NC1=C(C=C(C(=C1)C1=CC(=NC(=C1)N1CCOCC1)C=1C=NN(C1)C)C)F